ONC(CCCCCCNC(=O)N1CC2=C(N(C=3C=CC=CC23)CC2CCCC2)CC1)=O N-(7-(hydroxyamino)-7-oxoheptyl)-5-(cyclopentylmethyl)-1,3,4,5-tetrahydro-2H-pyrido[4,3-b]indole-2-carboxamide